ClC=1C=C2C(OCCC=3C=CC(=CC3C3=CC(=C(C(NS(C(C1OC)=C2)(=O)=O)=C3)F)F)F)=O 14-chloro-4,20,21-trifluoro-15-methoxy-17,17-dioxo-10-oxa-17λ6-thia-18-azatetracyclo[17.3.1.112,16.02,7]tetracosa-1(22),2(7),3,5,12,14,16(24),19(23),20-nonaen-11-one